The molecule is an iron chelate resulting from the combination of equimolar amounts of iron(3+) and nitrilotriacetate(3-). It has a role as a carcinogenic agent and a mutagen. It contains a nitrilotriacetate(3-) and an iron(3+). C(C(=O)O)N(CC(=O)O)CC(=O)O.[Fe]